Ethyl (S)-3-((S)-2-(3-chloro-6-oxo-4-(trifluoromethyl)pyridazin-1(6H)-yl)pent-4-enamido)-3-(5-cyclopropyl-2',4,4'-trifluoro-6'-(hex-5-en-1-yl)-[1,1'-biphenyl]-3-yl)propanoate ClC1=NN(C(C=C1C(F)(F)F)=O)[C@H](C(=O)N[C@@H](CC(=O)OCC)C=1C=C(C=C(C1F)C1CC1)C1=C(C=C(C=C1CCCCC=C)F)F)CC=C